5-[4-[5-[2-(pyridin-2-yl)ethyl]-1H-tetrazol-1-yl]phenyl]-1H-naphtho[1,2-e][1,4]diazepin-2(3H)-one dihydrochloride Cl.Cl.N1=C(C=CC=C1)CCC1=NN=NN1C1=CC=C(C=C1)C=1C2=C(NC(CN1)=O)C1=CC=CC=C1C=C2